C(C1=CC=CC=C1)(C1=CC=CC=C1)N1CCN(CC1)C(=O)C1=CC=NC=C1 (4-benzhydrylpiperazin-1-yl)(pyridin-4-yl)methanone